C(C)(C)(C)OC(=O)OC(=O)OC(C)(C)C.C(C)(C)(C)OC(=O)N(C(OC(C)(C)C)=O)C1=NC(=C(C=C1C)[N+](=O)[O-])C tert-butyl N-tert-butoxycarbonyl-N-(3,6-dimethyl-5-nitro-2-pyridyl)carbamate Di-tertbutyl-dicarbonate